2-(6-(4-(3-((2-tert-Butoxy-2-oxoethyl)(tert-butoxycarbonyl)amino)propylcarbamoyl)phenyl)quinoline-4-carboxamido)acetic acid C(C)(C)(C)OC(CN(CCCNC(=O)C1=CC=C(C=C1)C=1C=C2C(=CC=NC2=CC1)C(=O)NCC(=O)O)C(=O)OC(C)(C)C)=O